2-(2,6-dichloropyridin-3-yl)-1H-imidazo[4,5-f][1,10]phenanthroline ClC1=NC(=CC=C1C=1NC=2C(=C3C=CC=NC3=C3N=CC=CC23)N1)Cl